3-fluoro-4-(2-(((R)-((S)-7-(1-methyl-1H-pyrazol-4-yl)-2,3-dihydro-1H-pyrido[2,3-b][1,4]oxazin-3-yl)(phenyl)methyl)amino)ethyl)benzonitrile FC=1C=C(C#N)C=CC1CCN[C@H](C1=CC=CC=C1)[C@@H]1CNC2=C(O1)N=CC(=C2)C=2C=NN(C2)C